cinnamyl cinnamate (CINNAMYL CINNAMATE) C(C=CC1=CC=CC=C1)C(C(=O)O)=CC1=CC=CC=C1.C(C=CC1=CC=CC=C1)(=O)OCC=CC1=CC=CC=C1